9-(10-(1H-imidazol-1-yl)decyl)-9H-carbazole N1(C=NC=C1)CCCCCCCCCCN1C2=CC=CC=C2C=2C=CC=CC12